1-(4-(6-aminopyrazin-2-yl)-5,6-dihydropyridin-1(2H)-yl)-4,4,4-trifluorobutan-1-one NC1=CN=CC(=N1)C1=CCN(CC1)C(CCC(F)(F)F)=O